(2-bromo-3-chloropyridin-4-yl)-5-ethyl-1-methyl-4,5,6,7-tetrahydro-1H-imidazo[4,5-c]pyridine-2-carboxamide BrC1=NC=CC(=C1Cl)C1N(CCC2=C1N=C(N2C)C(=O)N)CC